COC1=CC=C(C=C1)C1(CCOCC1)C(C)=O 1-(4-(4-methoxyphenyl)tetrahydro-2H-pyran-4-yl)ethan-1-one